Methyl 6-amino-5-(2,2-difluoro-7-azaspiro[3.5]nonan-6-yl)picolinate NC1=C(C=CC(=N1)C(=O)OC)C1CC2(CC(C2)(F)F)CCN1